FC1=CC=C(C=C1)NC(=O)C1(CC1)C(=O)Cl 1-(4-fluoro-phenylcarbamoyl)cyclopropanecarbonyl chloride